C(CCC)N(C(=O)C1=C(N(C(=C1)C=1C=C2CCN(CC2=CC1C(=O)N1CC2=CC=CC=C2C[C@H]1C)C(CC1=CC=CC=C1)=O)C)C)C N-butyl-N,1,2-trimethyl-5-[7-{[(3R)-3-methyl-3,4-dihydroisoquinolin-2(1H)-yl]carbonyl}-2-(phenylacetyl)-1,2,3,4-tetrahydroisoquinolin-6-yl]-1H-pyrrole-3-carboxamide